C(C)(C)(C)OC([C@@H](CC=1C=CC2=C(C(=CO2)C=O)C1)[C@@H]1CN(CC1)C(=O)OC(C)(C)C)=O (R)-tert-butyl 3-((S)-1-(tert-butoxy)-3-(3-formylbenzofuran-5-yl)-1-oxopropane-2-yl)pyrrolidine-1-carboxylate